1-((nitrooxy)methyl)cyclopropyl acetate C(C)(=O)OC1(CC1)CO[N+](=O)[O-]